6,7-dimethoxy-N-[(1R)-1-(3'-methoxybiphenyl-3-yl)ethyl]-2-methylquinazolin-4-amine COC=1C=C2C(=NC(=NC2=CC1OC)C)N[C@H](C)C=1C=C(C=CC1)C1=CC(=CC=C1)OC